FC(C=1C=C(C=CC1)C=1C=CC(NN1)=O)(F)F 6-(3-(trifluoromethyl)phenyl)pyridazin-3(2H)-one